O(C1=CC=CC=C1)C(=O)CCOC1=C(C2=CC=CC=C2C=C1)C1=C(C=CC2=CC=CC=C12)OCCC(=O)OC1=CC=CC=C1 2,2'-bis(2-phenoxycarbonylethoxy)-1,1'-binaphthyl